1H-pyrazolo[4,3-c]quinoline-4(5H)-one N1N=CC=2C(NC=3C=CC=CC3C21)=O